4-((2-Methyl-1H-pyrrol-1-yl)methyl)phenyl 4-methylbenzenesulfonate CC1=CC=C(C=C1)S(=O)(=O)OC1=CC=C(C=C1)CN1C(=CC=C1)C